sodium (S)-2-chloro-3-(3-methoxypyrrolidin-1-yl)benzenethiol ClC1=C(C=CC=C1N1C[C@H](CC1)OC)S.[Na]